C(#N)C1=NC=C(C=N1)C=1C=C2C(=NC1)NC=C2C(=O)C=2C(=C(C=CC2)N2CCCC2)F N-[3-[5-(2-cyanopyrimidin-5-yl)-1H-pyrrolo[2,3-b]pyridine-3-carbonyl]-2-fluoro-phenyl]pyrrolidine